C(C1=CC=CC=C1)OC(=O)N([C@@H]1C[C@@H](N(C1)C(=O)OC(C)(C)C)CC#N)C (2R,4R)-tert-butyl 4-(((benzyloxy)carbonyl)(methyl)amino)-2-(cyanomethyl)pyrrolidine-1-carboxylate